ClC(=O)OC(C)OC(=O)C1CCCCC1 1-((chlorocarbonyl)oxy)ethylcyclohexanecarboxylate